C[C@@H]([C@H]1CC[C@@H]2[C@@]1(CC[C@H]3[C@H]2CC=C4[C@@]3(CC[C@@H](C4)O)C)C)[C@H](CCC(C)C)O 22α-hydroxycholesterol